ClC(C(=O)[O-])(CC)Cl 2,2-dichlorobutyrate